1-[5-(5-chloro-2-methoxypyridin-4-yl)-1H-pyrazole-3-carbonyl]-N-{1-methyl-2-oxabicyclo[2.1.1]hexane-4-yl}piperidine-4-carboxamide ClC=1C(=CC(=NC1)OC)C1=CC(=NN1)C(=O)N1CCC(CC1)C(=O)NC12COC(C1)(C2)C